O=C1NC(CCC1N1CC2=CC=C(C=C2C1=O)CNC(NC=1C=C(OC2CCN(CC2)C(=O)OC(C)(C)C)C=CC1)=O)=O tert-butyl 4-(3-(3-((2-(2,6-dioxopiperidin-3-yl)-3-oxoisoindolin-5-yl)methyl)ureido)phenoxy)piperidine-1-carboxylate